2'-Deoxy-2'-fluoro-thymidine CC1=CN(C(=O)NC1=O)[C@H]2[C@@H]([C@@H]([C@H](O2)CO)O)F